ClC1=CC(=C(C(=O)NCCC)C=C1)NC(=O)NC1=CC(=CC=C1)F 4-chloro-2-[3-(3-fluorophenyl)ureido]-N-propylbenzamide